3-(1-(2-(3,3-dimethylpyrrolidin-1-yl)-2-oxoethyl)-1H-indol-5-yl)-1,5,6,7,8,9-hexahydro-2H-cyclohepta[4,5]thieno[2,3-d]pyrimidine-2,4(3H)-dione CC1(CN(CC1)C(CN1C=CC2=CC(=CC=C12)N1C(NC2=C(C1=O)C1=C(S2)CCCCC1)=O)=O)C